3-[2-[4-(8-chloro-7-cyano-4-oxo-chromen-2-yl)phenoxy]ethoxy]cyclobutanecarboxylic acid ClC=1C(=CC=C2C(C=C(OC12)C1=CC=C(OCCOC2CC(C2)C(=O)O)C=C1)=O)C#N